3-benzyl 8-methyl (5S,8S,10aR)-5-((tert-butoxycarbonyl)amino)-6-oxooctahydropyrrolo[1,2-a][1,5]diazocine-3,8(4H)-dicarboxylate C(C)(C)(C)OC(=O)N[C@H]1CN(CC[C@@H]2N(C1=O)[C@@H](CC2)C(=O)OC)C(=O)OCC2=CC=CC=C2